3-(5-(1,3,4-oxadiazol-2-yl)pyridin-3-yl)-4-(methylthio)phenyl benzylcarbamate C(C1=CC=CC=C1)NC(OC1=CC(=C(C=C1)SC)C=1C=NC=C(C1)C=1OC=NN1)=O